6-[6-(2,6-Dimethylphenyl)-2-[(3-nitrophenyl)sulfonylamino]pyrimidin-4-yl]hexanoic acid CC1=C(C(=CC=C1)C)C1=CC(=NC(=N1)NS(=O)(=O)C1=CC(=CC=C1)[N+](=O)[O-])CCCCCC(=O)O